N-(2-methyl-5-((3-((4-methylpiperazin-1-yl)methyl)(trifluoromethyl)phenyl)carbamoyl)benzyl)imidazo[1,2-a]pyridinecarboxamide CC1=C(CNC(=O)C=2N=C3N(C=CC=C3)C2)C=C(C=C1)C(NC1=C(C(=CC=C1)CN1CCN(CC1)C)C(F)(F)F)=O